carbon lithium-tantalum [Ta].[Li].[C]